2-(4-(pyrrolidin-1-yl)styryl)benzo[d]thiazole N1(CCCC1)C1=CC=C(C=CC=2SC3=C(N2)C=CC=C3)C=C1